C(C)(C)(C)OC(=O)N1CC(C1)CN1C(C(=NC2=CC(=C(C=C12)Cl)C1=CC(=CC2=CC=CC=C12)O)OC[C@H]1N(CCC1)C)=O (S)-3-((7-chloro-6-(3-hydroxynaphthalen-1-yl)-3-((1-methylpyrrolidin-2-yl)methoxy)-2-oxoquinoxalin-1(2H)-yl)methyl)azetidine-1-carboxylic acid tert-butyl ester